C(#N)C=1C(=NC(=NC1C1=C(C=CC=C1)C)NS(=O)(=O)C=1C=NN(C1)C)OC1=C(C=CC=C1)C N-[5-cyano-4-(2-methylphenoxy)-6-(o-tolyl)pyrimidin-2-yl]-1-methyl-pyrazole-4-sulfonamide